COC=1C=C(C=CC1)F 3-methoxyfluorobenzene